Methyl (S)-4-(1-(1-(3-(dimethylamino)-5-(trifluoromethyl)benzyl)-6-(trifluoromethyl)-2,3-dihydro-1H-imidazo[1,2-b]pyrazole-7-carboxamido)ethyl)benzoate CN(C=1C=C(CN2CCN3N=C(C(=C32)C(=O)N[C@@H](C)C3=CC=C(C(=O)OC)C=C3)C(F)(F)F)C=C(C1)C(F)(F)F)C